O=C1NC(CC[C@H]1N1C(C2=C(C=C(C=C2C1=O)OC1CC(C1)N(C(C)C)CC1CCN(CC1)C1=NC=C(C=N1)C(=O)N)OC)=O)=O 2-(4-((((1r,3R)-3-((2-(2,6-dioxopiperidin-3-yl)-7-methoxy-1,3-dioxoisoindolin-5-yl)oxy)cyclobutyl)(isopropyl)amino)methyl)piperidin-1-yl)pyrimidine-5-carboxamide